C1(=CC=CC=C1)N1OCC(N1)=O N-phenyl-oxadiazolone